(S)-7'-(3,5-difluorophenyl)-1-(4-methoxy-5-methylpyrimidin-2-yl)dihydro-1'H,3'H,5'H-spiro[piperidine-4,2'-pyrazolo[1,2-a]pyrazol]-1'-one FC=1C=C(C=C(C1)F)[C@@H]1CCN2N1C(C1(C2)CCN(CC1)C1=NC=C(C(=N1)OC)C)=O